(1-(5-(benzyloxy)pyridin-2-yl)piperidin-4-yl)methanol C(C1=CC=CC=C1)OC=1C=CC(=NC1)N1CCC(CC1)CO